[Mg+2].C(CCC)C([O-])CCC.C(CCC)C([O-])CCC n-butyl-n-butoxide magnesium